4,5-dichloroisothiazole-3-carboxylic acid ClC=1C(=NSC1Cl)C(=O)O